(4S)-N-[2-chloro-3-(4,4,5,5-tetramethyl-1,3,2-dioxaborolan-2-yl)phenyl]-4-(methylamino)-4,5,6,7-tetrahydropyrazolo[1,5-a]pyridine-2-carboxamide ClC1=C(C=CC=C1B1OC(C(O1)(C)C)(C)C)NC(=O)C1=NN2C([C@H](CCC2)NC)=C1